FC=1C=C2CC[C@H](C2=C(C1)F)NC1=C2C(=NC(=C1)C)N(N=C2)[C@@H]2O[C@@H]([C@H]([C@H]2O)O)CO (2R,3R,4S,5R)-2-(4-(((R)-5,7-difluoro-2,3-dihydro-1H-inden-1-yl)amino)-6-methyl-1H-pyrazolo[3,4-b]pyridin-1-yl)-5-(hydroxymethyl)tetrahydrofuran-3,4-diol